C(#N)C1=C(C=CC=C1)C(C(C)C=1N(C(C(=C(N1)C(=O)NC=1C=NOC1)O)=O)C)C=1C=NN(C1)CCOC 2-[1-(2-cyanophenyl)-1-[1-(2-methoxyethyl)pyrazol-4-yl]propan-2-yl]-5-hydroxy-1-methyl-N-(1,2-oxazol-4-yl)-6-oxopyrimidine-4-carboxamide